BrC=1N=C(C=2N(C1C)N=C(N2)CCO[Si](C)(C)C(C)(C)C)Br 6,8-dibromo-2-(2-((tert-butyldimethylsilyl)oxy)ethyl)-5-methyl-[1,2,4]triazolo[1,5-a]pyrazine